FC1=CC=C(C=C1)C1=CC=C(C=C1)S(=O)(=O)N1CCC2(CC(CO2)NC[C@@H](COC=2C=C(C=CC2)S(=O)(=O)NC)O)CC1 3-((2S)-3-(8-(4'-fluorobiphenyl-4-ylsulfonyl)-1-oxa-8-azaspiro[4.5]dec-3-ylamino)2-hydroxypropoxy)-N-methylbenzenesulfonamide